C(C)C(CC1(C2=C(SC=C2)C=2SC=CC21)CC(CCCC)CC)CCCC 4,4-bis(2-ethylhexyl)-4H-cyclopenta[2,1-b:3,4-b']dithiophene